9-amino-10-phosphaphenanthrene NC=1C2=CC=CC=C2C=2C=CC=CC2P1